N1(N=CC=C1)C1=C(CNC2=C3N=CN(C3=NC(=N2)NCC2(CCN(CC2)C(=O)OC(C)(C)C)O)C(C)C)C=CC=C1 tert-butyl 4-(((6-((2-(1H-pyrazol-1-yl) benzyl) amino)-9-isopropyl-9H-purin-2-yl) amino) methyl)-4-hydroxypiperidine-1-carboxylate